2-[(2,2-difluoroethyl)amino]-5-[5-(1,2-dimethyl-1H-1,3-benzodiazol-6-yl)-1,3,4-oxadiazol-2-yl]benzonitrile FC(CNC1=C(C#N)C=C(C=C1)C=1OC(=NN1)C=1C=CC2=C(N(C(=N2)C)C)C1)F